C1(=CC=CC=C1)CCC=O 3-phenylpropan-1-one